ClC1=C(C=C(CN2CCC(CC2)N2[C@H](CCC2=O)C(=O)NC=2C=C(C(=O)O)C=C(N2)C#C)C=C1)C (R)-2-(1-(1-(4-chloro-3-methylbenzyl)piperidin-4-yl)-5-oxopyrrolidine-2-carboxamido)-6-ethynyl-isonicotinic acid